BrC=1C=CC=2C3(C4=CC=C(C=C4SC2C1)Br)C1=CC=CC=C1C=1C=CC=CC13 3',6'-dibromospiro[fluorene-9,9'-thioxanthene]